ClC1=C(C=CC=C1)S(=O)[O-].[Na+] sodium chlorobenzenesulfinate